N1-((3-(4,4-bis(ethoxy-methyl)cyclohexyl)-5,5-dimethyl-4,5,6,7-tetrahydro-pyrazolo[1,5-a]pyridin-2-yl)-methyl)-N1,N2-dimethyl-ethane-1,2-diamine C(C)OCC1(CCC(CC1)C=1C(=NN2C1CC(CC2)(C)C)CN(CCNC)C)COCC